1-methyl-quinolin-1-ium iodide [I-].C[N+]1=CC=CC2=CC=CC=C12